(S)-pivalic acid 4-(2-((1-(3-fluoropropyl) pyrrolidin-3-yl) oxy) pyrimidin-5-yl)-2H-thiochromen-7-yl ester FCCCN1C[C@H](CC1)OC1=NC=C(C=N1)C1=CCSC2=CC(=CC=C12)OC(C(C)(C)C)=O